(3-bromo-4-(3,3-dimethylpiperazin-1-yl)phenyl)-2-((3,4-dichlorophenyl)amino)benzamide BrC=1C=C(C=CC1N1CC(NCC1)(C)C)C=1C(=C(C(=O)N)C=CC1)NC1=CC(=C(C=C1)Cl)Cl